5-chloro-2-methyl-N-((1r,4r)-4-((3-(5-(oxazol-5-yl)pyridin-2-yl)-2-oxo-2,3-dihydro-1H-benzo[d]imidazol-1-yl)methyl)cyclohexyl)nicotinamide ClC=1C=NC(=C(C(=O)NC2CCC(CC2)CN2C(N(C3=C2C=CC=C3)C3=NC=C(C=C3)C3=CN=CO3)=O)C1)C